butylene adipate C1(CCCCC(=O)OCCCCO1)=O